ClC=1C=CC=C2C=CC(=NC12)N(C1=C(C=C(C=C1)OC(F)(F)F)[N+](=O)[O-])CCN1CCOCC1 8-chloro-N-(2-morpholinoethyl)-N-(2-nitro-4-(trifluoromethoxy)phenyl)quinolin-2-amine